1-[(1-methylcyclopropyl)carbonyl]-methyl-L-proline CC1(CC1)C(=O)N1[C@@](CCC1)(C(=O)O)C